(R)-N-(3-Hydroxy-4-(4-(2-methoxyphenyl)piperazin-1-yl)butyl)-7,8-dihydro-1,6-naphthyridine-6(5H)-carboxamide O[C@H](CCNC(=O)N1CC=2C=CC=NC2CC1)CN1CCN(CC1)C1=C(C=CC=C1)OC